N-((2S,3S)-1-(2-hydroxy-2-methylpropanoyl)-2-((2,2',5'-trifluorobiphenyl-3-yl)methyl)pyrrolidin-3-yl)methanesulfonamide OC(C(=O)N1[C@H]([C@H](CC1)NS(=O)(=O)C)CC=1C(=C(C=CC1)C1=C(C=CC(=C1)F)F)F)(C)C